ClC1=CC=C(C(=N1)C(=O)O)N[C@H](C)C1=NC(=CC(=C1)C)N1C(N(C[C@@H]1CC1=C(C=C(C=C1)F)F)C)=O 6-Chloro-3-(((R)-1-(6-((S)-5-(2,4-difluorobenzyl)-3-methyl-2-oxoimidazolidin-1-yl)-4-methylpyridin-2-yl)ethyl)amino)picolinic acid